tert-butyl 4-((1-(3-(methylamino)phenyl)piperidin-4-yl)methyl)piperazine-1-carboxylate CNC=1C=C(C=CC1)N1CCC(CC1)CN1CCN(CC1)C(=O)OC(C)(C)C